C12C=C(CC(CCC1)N2)C2=NC=1N(C=C2)C=C(N1)C1=NC=C(C=C1O)N1N=CC=N1 2-(7-(9-azabicyclo[3.3.1]non-2-en-3-yl)imidazo[1,2-a]pyrimidin-2-yl)-5-(2H-1,2,3-triazol-2-yl)pyridin-3-ol